3-(10H-phenoxazin-10-yl)-7H-benzo[de]anthracen-7-one C1=CC=CC=2OC3=CC=CC=C3N(C12)C=1C=CC2=C3C1C=CC=C3C(C=3C=CC=CC23)=O